ClC1=CC=C(C2=C1C=CO2)COC2=NC(=NC=C2F)C2=CCC(CC2)CC2=NC1=C(N2C[C@H]2OCC2)C=C(C=C1)C(=O)OC methyl 2-((4-(4-((4-chlorobenzofuran-7-yl) methoxy)-5-fluoropyrimidin-2-yl) cyclohex-3-en-1-yl) methyl)-1-(((S)-oxetan-2-yl) methyl)-1H-benzo[d]imidazole-6-carboxylate